N-(4-cyanobenzyl)-1-methyl-2-oxo-8-((1-(N-(pyridin-4-ylmethyl)sulfamoyl)cyclopropyl)methoxy)-1,2-dihydropyrido[2,3-d]pyridazine-3-carboxamide C(#N)C1=CC=C(CNC(=O)C2=CC=3C(=C(N=NC3)OCC3(CC3)S(NCC3=CC=NC=C3)(=O)=O)N(C2=O)C)C=C1